Tert-butyl 4-hydroxy-6-oxo-5-{[2-(trifluoromethyl)phenyl]carbamothioyl}-3,6-dihydropyridine-1(2H)-carboxylate OC=1CCN(C(C1C(NC1=C(C=CC=C1)C(F)(F)F)=S)=O)C(=O)OC(C)(C)C